4-(2-(4-(3-Amino-6-(2-hydroxyphenyl)-1H-pyrazolo[4,3-c]pyridazin-1-yl)piperidin-1-yl)pyrimidin-5-yl)-5,6-dihydropyridine-1(2H)-carboxylic acid tert-butyl ester C(C)(C)(C)OC(=O)N1CC=C(CC1)C=1C=NC(=NC1)N1CCC(CC1)N1N=C(C=2N=NC(=CC21)C2=C(C=CC=C2)O)N